3-(3,4-dihydroisoquinolin-2(1H)-yl)-2-hydroxypropylthiomorpholine-4-carboxylate C1N(CCC2=CC=CC=C12)CC(COC(=O)N1CCSCC1)O